O=C1N(CC2=C3C(=CC=C12)C1(CCN(CC1)CC=1C=CC=C2C=CC=NC12)CO3)C3C(NC(CC3)=O)=O 3-(6-oxo-1'-(quinolin-8-ylmethyl)-6,8-dihydro-2H,7H-spiro[furo[2,3-e]isoindole-3,4'-piperidin]-7-yl)piperidine-2,6-dione